5-Methyl-isoxazole CC1=CC=NO1